NC1=CC(C(NC1=NC=1C(=NN2C1C=CC(=C2C)C)N2CCOCC2)=NC=2C(=NN1C2C=CC(=C1C)C)N1CCOCC1)=N N,N'-(5-Amino-3-iminopyridin-2,6(1H,3H)-diyliden)bis[6,7-dimethyl-2-(morpholin-4-yl)pyrazolo[1,5-a]pyridin-3-amin]